O[C@H]1[C@@H](CCCC1)N1CCCC2=C1N=NC(=C2C)C2=C(C=C(C=C2)C(F)(F)F)O 2-(8-((1R,2R)-2-hydroxycyclohexyl)-4-methyl-5,6,7,8-tetrahydropyrido[2,3-c]pyridazin-3-yl)-5-(trifluoromethyl)phenol